COC(C1=C(C(=C(C=C1)F)CN1C(N([C@H](C2=CC=C(C=C12)C(NCC1=C(C=C(C=C1F)F)F)=O)C)C)=O)Cl)=O (S)-2-chloro-3-((3,4-dimethyl-2-oxo-7-((2,4,6-trifluorobenzyl)carbamoyl)-3,4-dihydroquinazolin-1(2H)-yl)methyl)-4-fluorobenzoic acid methyl ester